bromo-6-fluoro-2-methyl-2,3,4,4a,9,9a-hexahydroindeno[2,1-b][1,4]oxazine BrC1(CNC2C(O1)CC=1C=CC(=CC12)F)C